C(CCCCCC)(=O)N[C@H](CCNC(=O)C1=CC=C(C(=O)N2C[C@H]([C@@H](C2)C(=O)N[C@@H]2[C@H](C2)C2=CC=CC=C2)C(=O)N[C@@H]2[C@H](C2)C2=CC=CC=C2)C=C1)C(=O)NCCCCCC (3S,4S)-1-(4-(((R)-3-heptanamido-4-(hexylamino)-4-oxobutyl)carbamoyl)benzoyl)-N3,N4-bis((1S,2R)-2-phenylcyclopropyl)pyrrolidine-3,4-dicarboxamide